C1(CCCC1)[C@H](CC#N)N1N=CC(=C1)B1OC(C(O1)(C)C)(C)C (S)-3-cyclopentyl-3-(4-(4,4,5,5-tetramethyl-1,3,2-dioxaborolan-2-yl)-1H-pyrazol-1-yl)propionitrile